4-[2-[2-[[2-Chloro-4-[[3-[4-(cyanomethoxy)-2,3-difluorophenyl]imidazo[1,2-a]pyrazin-8-yl]amino]benzoyl]amino]ethoxy]ethyl]piperazin ClC1=C(C(=O)NCCOCCN2CCNCC2)C=CC(=C1)NC=1C=2N(C=CN1)C(=CN2)C2=C(C(=C(C=C2)OCC#N)F)F